N-methyl-N-(2-methyl-1,3-benzoxazol-6-yl)-3-[7-oxo-3-(trifluoromethyl)-5,6-dihydro-4H-indazol-1-yl]benzamide CN(C(C1=CC(=CC=C1)N1N=C(C=2CCCC(C12)=O)C(F)(F)F)=O)C1=CC2=C(N=C(O2)C)C=C1